ClC1=C(C(OC2=CC(=C(C=C12)Cl)C)=O)C=O 4,6-DICHLORO-3-FORMYL-7-METHYLCOUMARIN